4-(2-Thienyl)-6-(trifluoromethyl)pyrimidin-2-ol S1C(=CC=C1)C1=NC(=NC(=C1)C(F)(F)F)O